C(C)(C)OC=1C=C(C=CC1)C1=C(C=C(C=C1C(C)C)C(C)C)C(C)C 3-isopropoxy-2',4',6'-triisopropyl-[1,1'-biphenyl]